Tert-butyl 4-(5-bromo-2-fluoro-4-(methoxycarbonyl)phenyl)piperazine-1-carboxylate BrC=1C(=CC(=C(C1)N1CCN(CC1)C(=O)OC(C)(C)C)F)C(=O)OC